4-(cyclopropylethynyl)-1H-indazole-7-carboxylate C1(CC1)C#CC1=C2C=NNC2=C(C=C1)C(=O)[O-]